(1s,4s)-4-[2-(benzyloxy)phenyl]cyclohexan-1-ol C(C1=CC=CC=C1)OC1=C(C=CC=C1)C1CCC(CC1)O